IC=1C=NN2C1C=C(C=C2)C(F)(F)F 3-iodo-5-trifluoromethyl-pyrazolo[1,5-a]pyridine